ethyl (2S)-2-(3-hydroxy-2-phenylpropanamido)-9-(5,6,7,8-tetrahydro-1,8-naphthyridin-2-yl)nonanoate OCC(C(=O)N[C@H](C(=O)OCC)CCCCCCCC1=NC=2NCCCC2C=C1)C1=CC=CC=C1